C(C=C)(=O)OCCCCCCOC1=CC=C(C(=O)OC2=C(C=C(C=C2)OC(C2=CC=C(C=C2)OCCCCCCOC(C=C)=O)=O)C)C=C1 1,4-bis-[4-(6-acryloyloxyhexyloxy)benzoyl-oxy]-2-methylbenzene